N1CC(C1)OC1=CC(=C(C=C1)[C@H]1N([C@@H](CC2=C3C(=CC=C12)NN=C3)C)CC(COC)(C)F)OC (6s,8r)-6-(4-(azetidin-3-yloxy)-2-methoxyphenyl)-7-(2-fluoro-3-methoxy-2-methylpropyl)-8-methyl-6,7,8,9-tetrahydro-3H-pyrazolo[4,3-f]isoquinoline